CS(=O)(=O)N1CCC2=CC(=CC=C12)N 1-(methylsulfonyl)indoline-5-amine